C(C)N(CCCOCCOC=1C=C(C(=O)[O-])C=CC1)CCOC1=CC=C(C=C1)OC1=C(C=CC2=CC(=CC=C12)O)C1=CC=C(C=C1)S(=O)(=O)C 3-(2-(2-(Ethyl(2-(4-((6-hydroxy-2-(4-(methylsulfonyl)phenyl)naphthalen-1-yl)oxy)phenoxy)ethyl)amino)ethyl Methyl oxy)ethoxy)benzoate